(E)-3-[3-[(4-Chloro-3,5-dimethylpyrazol-1-yl)methyl]-4-methoxyphenyl]-1-(4-hydroxyphenyl)prop-2-en-1-one ClC=1C(=NN(C1C)CC=1C=C(C=CC1OC)/C=C/C(=O)C1=CC=C(C=C1)O)C